4,4,5,5-tetramethyl-2-(4-nitrophenyl)imidazoline-3-oxide CC1([N+](=C(NC1(C)C)C1=CC=C(C=C1)[N+](=O)[O-])[O-])C